4-(4-methoxyphenyl)-3-trifluoromethyl-1,2,4-triazol-5-one COC1=CC=C(C=C1)N1C(=NNC1=O)C(F)(F)F